methyl (5-(8-(3-(methoxymethyl)piperazin-1-yl)-6-(N-(3-methyloxetane-3-yl)sulfamoyl)imidazo[1,5-a]pyridin-3-yl)-1,3,4-thiadiazol-2-yl)acetate COCC1CN(CCN1)C=1C=2N(C=C(C1)S(NC1(COC1)C)(=O)=O)C(=NC2)C2=NN=C(S2)CC(=O)OC